FC1N(CCCC1)C1COC1 fluoro-1-(oxetan-3-yl)piperidin